FS(C1=CC=C(N[C@@H]2CC[C@H](CC2)S(=O)(=O)C2=CC=C(C=C2)C=2C=C3C(=NC2)NN=C3C)C=C1)(F)(F)(F)F 4-(pentafluoro-λ6-sulfanyl)-N-[trans-4-(4-{3-methyl-1H-pyrazolo[3,4-b]pyridin-5-yl}benzenesulfonyl)cyclohexyl]aniline